ClC=1C=C(C=C(C1)Cl)C1=NC(=CC(=C1)CN1CCC(CC1)CNC(C)=O)OC=1C=NC(=CC1)N1CCN(CC1)[C@@H]1C[C@@H](C1)NS(=O)(=O)C N-((1-((2-(3,5-dichlorophenyl)-6-((6-(4-((cis)-3-(methylsulfonamido)cyclobutyl)piperazin-1-yl)pyridin-3-yl)oxy)pyridin-4-yl)methyl)piperidin-4-yl)methyl)acetamide